5-(4-((2-(3-ethylureido)-6-methoxypyridin-4-yl)methyl)piperazin-1-yl)-6-fluoro-N-methylpicolinamide C(C)NC(NC1=NC(=CC(=C1)CN1CCN(CC1)C=1C=CC(=NC1F)C(=O)NC)OC)=O